3-(3-fluoro-1-cyclopropylmethyl-2-oxoindol-3-yl)-1-methylquinoxalin-2(1H)-one FC1(C(N(C2=CC=CC=C12)CC1CC1)=O)C=1C(N(C2=CC=CC=C2N1)C)=O